4-methyl-5-[3-methyl-7-[[5-(morpholin-4-ylmethyl)pyridin-2-yl]amino]imidazo[4,5-b]pyridin-5-yl]oxypyridine-2-carbonitrile formate salt C(=O)O.CC1=CC(=NC=C1OC1=CC(=C2C(=N1)N(C=N2)C)NC2=NC=C(C=C2)CN2CCOCC2)C#N